OC1=CC=C(C=C1)C(C=CC1=CC(=C(C=C1)OCC1=CC(=CC=C1)C(F)(F)F)OC)=O 1-(4-Hydroxyphenyl)-3-[3-methoxy-4-[[3-(trifluoromethyl)phenyl]methoxy]phenyl]prop-2-en-1-one